6-acetyl-2-((5-(4-(((1s,4s)-4-(((tert-butyldimethylsilyl)oxy)-methyl)cyclohexyl)methyl)piperazin-1-yl)pyridin-2-yl)amino)-8-cyclopentyl-5-methylpyrido[2,3-d]pyrimidin-7(8H)-one C(C)(=O)C1=C(C2=C(N=C(N=C2)NC2=NC=C(C=C2)N2CCN(CC2)CC2CCC(CC2)CO[Si](C)(C)C(C)(C)C)N(C1=O)C1CCCC1)C